3,5-Xylyl methylcarbamate CNC(OC1=CC(=CC(=C1)C)C)=O